32-methyltetratriacontyl eicos-11-enoate C(CCCCCCCCCC=CCCCCCCCC)(=O)OCCCCCCCCCCCCCCCCCCCCCCCCCCCCCCCC(CC)C